FC(C=1C=NC(=NC1)N1CCN(CC1)C=O)(F)F 4-(5-(trifluoromethyl)pyrimidin-2-yl)piperazine-1-methanone